C1(CC1)CC1=C(C(=NN1C=1SC=C(N1)C(=O)O)C1=CC=C(C=C1)F)CC1=CC(=C(C=C1)S(N)(=O)=O)F 2-(5-(Cyclopropylmethyl)-4-(3-fluoro-4-sulfamoylbenzyl)-3-(4-fluorophenyl)-1H-pyrazol-1-yl)thiazole-4-carboxylic acid